trans-rac-N-(3-but-3-enamido-4-chlorophenyl)-2,2-dichloro-3-(3,5-dichlorophenyl)cyclopropane-1-carboxamide C(CC=C)(=O)NC=1C=C(C=CC1Cl)NC(=O)[C@@H]1C([C@H]1C1=CC(=CC(=C1)Cl)Cl)(Cl)Cl |r|